ClC1=CC2=C(C=N1)C(=CN2)C2CC(C2)C#N 3-(6-chloro-1H-pyrrolo[3,2-c]pyridin-3-yl)cyclobutane-1-carbonitrile